SCCSC(CS)CSCCS 2,3-di((2-mercaptoethyl)thio)-1-propanethiol